(2,4-dimethoxypyrimidin-5-yl)-5-fluoropyrrolo[1,2-b]pyridazin-4-ol COC1=NC=C(C(=N1)OC)C=1C=C(C=2N(N1)C=CC2F)O